BrC=1C=C2N(C(C(N(C2=CC1)C1CCN(CC1)C1=NC=CC=N1)=O)=O)C 2-(4-(6-bromo-4-methyl-2,3-dioxo-3,4-dihydroquinoxalin-1(2H)-yl)piperidin-1-yl)pyrimidine